CC1=C(C=C(C=C1)C1(CC1)N)OCC(F)(F)F 1-(4-methyl-3-(2,2,2-trifluoroethoxy)phenyl)cyclopropan-1-amine